6-bromobenzenesulfonyl chloride BrC1=CC=CC=C1S(=O)(=O)Cl